(R)-N-((S)-1-(5,6,7,8-tetrahydronaphthalen-2-yl)-ethyl)-2-methylpropane-2-sulfinamide C1=C(C=CC=2CCCCC12)[C@H](C)N[S@](=O)C(C)(C)C